NC1=C(C=C(C(=C1)F)Br)C(C)=O (2-amino-5-bromo-4-fluorophenyl)ethanone